ClC1=CC=C(C(=N1)C(=O)NS(=O)(=O)C)N[C@H](C)C=1C=C(C=C2C(N(C(=NC12)N1C[C@H]2C([C@H]2C1)C1=NNC(=C1)OC)C)=O)C 6-chloro-3-(((R)-1-(2-((1R,5S,6R)-6-(5-methoxy-1H-pyrazol-3-yl)-3-azabicyclo[3.1.0]hexan-3-yl)-3,6-dimethyl-4-oxo-3,4-dihydroquinazolin-8-yl)ethyl)amino)-N-(methylsulfonyl)picolinamide